butyl (4R)-4-[3-(2,6-dioxo-3-piperidyl)-1-methyl-indazol-7-yl]-3,3-difluoro-piperidine-1-carboxylate O=C1NC(CCC1C1=NN(C2=C(C=CC=C12)[C@@H]1C(CN(CC1)C(=O)OCCCC)(F)F)C)=O